tert-butyl ((3R,4S)-4-hydroxypyrrolidin-3-yl)carbamate O[C@@H]1[C@@H](CNC1)NC(OC(C)(C)C)=O